CC1=C(C(=O)PC2=CC=CC=C2)C(=CC(=C1)C)C 2,4,6-trimethylbenzoylphenylphosphine